fluoro-ketosulfenamide FSN=O